3-(4-((tert-butyldimethylsilyl)oxy)butoxy)-2-(chloromethyl)pyridine [Si](C)(C)(C(C)(C)C)OCCCCOC=1C(=NC=CC1)CCl